(S)-5-(5-(3,5-dimethylisoxazol-4-yl)-1-((1r,4S)-4-methoxycyclohexyl)-1H-benzo[d]imidazol-2-yl)pyrrolidin-2-one CC1=NOC(=C1C1=CC2=C(N(C(=N2)[C@@H]2CCC(N2)=O)C2CCC(CC2)OC)C=C1)C